1-[bis(2-ethylhexyl)-aminomethyl]benzotriazole C(C)C(CC(N1N=NC2=C1C=CC=C2)(N)CC(CCCC)CC)CCCC